(+/-)-Methyl 3-(4-(2-amino-6-methylpyrimidin-4-yl)-1,4-oxazepan-3-yl)-4-chlorobenzoate NC1=NC(=CC(=N1)N1[C@@H](COCCC1)C=1C=C(C(=O)OC)C=CC1Cl)C |r|